C(#N)CC1(CN(C1)C1CCN(CC1)C(=O)C=1C=CC(=C(C#N)C1)F)N1N=CC(=C1)C1=C2C(=NC=C1F)NC=C2 5-[(4-{3-(cyanomethyl)-3-[4-(5-fluoro-1H-pyrrolo[2,3-b]pyridin-4-yl)-1H-pyrazol-1-yl]azetidin-1-yl}piperidin-1-yl)carbonyl]-2-fluorobenzonitrile